C(C)(=O)C1=C(C2=C(N=C(N=C2)NC2=NC=C(C=C2)C2=CC=C(C=C2)CO)N(C1=O)C1CCCC1)C 6-acetyl-8-cyclopentyl-2-((5-(4-(hydroxymethyl)phenyl)pyridin-2-yl)amino)-5-methylpyrido[2,3-d]pyrimidin-7(8H)-one